Azepine-3(2H)-carboxylic acid N=1CC(=CC=CC1)C(=O)O